[N+](=O)([O-])C=1C=NN(C1)[C@H]1CNCC1 4-nitro-1-[(3R)-pyrrolidin-3-yl]-1H-pyrazole